CN(C1(CCC2(CN(C(N2CCOC)=O)C=2C=NC(=NC2)C#N)CC1)C1=CC=CC=C1)C 5-[8-dimethylamino-1-(2-methoxy-ethyl)-2-oxo-8-phenyl-1,3-diazaspiro[4.5]decan-3-yl]-pyrimidine-2-carbonitrile